3-methyl-1,5-dioxacycloundecane-6,11-dione CC1COC(CCCCC(OC1)=O)=O